2-iminothiazolidine hydrochloride Cl.N=C1SCCN1